OC1=CC=C2CC(NCC2=C1)C(=O)N[C@@H](C(C)C)CN1C[C@@H]([C@](CC1)(C)C1=CC(=CC=C1)O)C 7-hydroxy-N-((1S)-1-[[(3R,4R)-4-(3-hydroxyphenyl)-3,4-dimethyl-1-piperidinyl]methyl]-2-methylpropyl)-1,2,3,4-tetrahydro-3-isoquinolinecarboxamide